2-(4-amino-4-methylpiperidin-1-yl)-N-(5-cyclopropyl-4-fluoro-1H-pyrazol-3-yl)-6-(4-(4-methylpiperazin-1-yl)phenyl)quinazolin-4-amine trihydrochloride Cl.Cl.Cl.NC1(CCN(CC1)C1=NC2=CC=C(C=C2C(=N1)NC1=NNC(=C1F)C1CC1)C1=CC=C(C=C1)N1CCN(CC1)C)C